FC(C1=NNC2=CC=CC=C12)F 3-(difluoromethyl)-1H-indazole